ethyl (7s)-9-(2,6-difluorophenyl)-7-methyl-13,16-dioxa-18-thia-2,5,8-triazatetracyclo[8.8.0.02,6.011,17]octadeca-1(10),3,5,8,11(17)-pentaene-4-carboxylate FC1=C(C(=CC=C1)F)C1=N[C@H](C2=NC(=CN2C=2SC=3OCCOCC3C12)C(=O)OCC)C